CC1(CC2(CCCC(C2CC1)(C)C)C)CC(=O)[O-] Decahydro-2,5,5,8a-tetramethyl-2-naphthyl-acetat